2-(2-chloro-3-fluoropyridin-4-yl)-5,5,8,8-tetramethyl-5,6,7,8-tetrahydronaphthalen-1-ol ClC1=NC=CC(=C1F)C1=C(C=2C(CCC(C2C=C1)(C)C)(C)C)O